1-ethyl-2-methylethylene C(C)C=CC